bromo-3,4-dimethyl-6-nitroaniline BrNC1=CC(=C(C=C1[N+](=O)[O-])C)C